1-(1Z,11Z-octadecadienyl)-2-(11Z-octadecenoyl)-sn-glycero-3-phosphocholine CCCCCC/C=C\CCCCCCCCCC(=O)O[C@H](CO/C=C\CCCCCCCC/C=C\CCCCCC)COP(=O)([O-])OCC[N+](C)(C)C